FC1=C(OC2CCC3(CN(C3)C(=O)N3CC(CC3)C3=NN=CN3)CC2)C=CC(=C1)C(F)(F)F [7-[2-fluoro-4-(trifluoromethyl)phenoxy]-2-azaspiro[3.5]nonan-2-yl]-[3-(4H-1,2,4-triazol-3-yl)pyrrolidin-1-yl]methanone